2-fluoro-3-(((2S,4S)-4-fluoropyrrolidin-2-yl)methoxy)-4-iodopyridine hydrochloride Cl.FC1=NC=CC(=C1OC[C@H]1NC[C@H](C1)F)I